Pentane-1-amine HCl Cl.C(CCCC)N